2-(4-(2-ethyl-4,6-dimethyl-1H-imidazo[4,5-c]pyridin-1-yl)-phenyl)-ethylamine C(C)C=1N(C2=C(C(=NC(=C2)C)C)N1)C1=CC=C(C=C1)CCN